(2'',3-difluoro-3'',5-dimethoxy-2'-methyl-[1,1':3',1''-terphenyl]-4-yl)methanamine FC1=C(C=CC=C1OC)C=1C(=C(C=CC1)C1=CC(=C(C(=C1)OC)CN)F)C